FC(COC(C(=C)C)=O)(C(C(F)(F)F)(F)F)F methacrylic acid-2,2,3,3,4,4,4-heptafluoro-butyl ester